N=1NN=NC1C1=CC=C(\C=C/2\C(NC3=C(S2)C=CC(=C3)S(=O)(=O)CC3=C(C=CC=C3OC)OC)=O)C=C1 (Z)-2-(4-(2H-tetrazol-5-yl)benzylidene)-6-((2,6-dimethoxybenzyl)sulfonyl)-2H-benzo[b][1,4]thiazin-3(4H)-one